N1(N=CC=C1)C=1C=NC2=CC=C(C=C2N1)C(=O)C=1C(=C(C=CC1)NC(=O)NC1=CC=C(C=C1)F)F 1-(3-(3-(1H-pyrazol-1-yl)quinoxaline-6-carbonyl)-2-fluorophenyl)-3-(4-fluorophenyl)urea